2-(5-chloro-1H-pyrrolo[2,3-b]pyridin-1-yl)-2-methyl-N-(1-(pyrrolidin-1-ylmethyl)cyclopropyl)propanamide ClC=1C=C2C(=NC1)N(C=C2)C(C(=O)NC2(CC2)CN2CCCC2)(C)C